FC1(CCC(CC1)CN[C@@H]1C=C([C@@H]([C@@H]([C@H]1O)O)O)COC(F)F)F (1S,2S,3S,6R)-6-(((4,4-difluorocyclohexyl)methyl)amino)-4-((difluoromethoxy)methyl)cyclohex-4-ene-1,2,3-triol